CC1=CC(=NC=C1)NC=1SC(=C(N1)C1=NC=CC=C1)CN1CCCC1 4-Methyl-N-[4-(pyridin-2-yl)-5-(pyrrolidin-1-ylmethyl)-1,3-thiazol-2-yl]pyridin-2-amine